C(CC(O)(C(=O)[O-])CC(=O)[O-])(=O)[O-].[Na+].C(C)(=O)O.[Mg+2] magnesium acetate sodium citrate